(2S,6S)-2-chloro-2'-cyclopropyl-6'-methyl-spiro[4,5-dihydrothieno[2,3-c]pyran-7,4'-piperidine]-4-ol ClC1=CC2=C(S1)C1(CC(NC(C1)C)C1CC1)OCC2O